O[C@@H](CO)C1=C2C=CC=NC2=C(C=C1CNC(C=C)=O)C1=CC=C(C=C1)OC(F)(F)F (R)-N-((5-(1,2-dihydroxyethyl)-8-(4-(trifluoromethoxy)phenyl)quinolin-6-yl)methyl)acrylamide